3-(5-(1-((1H-indol-5-yl)methyl)piperidin-4-yl)-4,6-difluoro-1-oxoisoindolin-2-yl)piperidine-2,6-dione N1C=CC2=CC(=CC=C12)CN1CCC(CC1)C=1C(=C2CN(C(C2=CC1F)=O)C1C(NC(CC1)=O)=O)F